Mono-sec-butoxyaluminum C(C)(CC)O[Al]